3-mercapto-propylsulfonic acid (3-sulfopropyl)ester S(=O)(=O)(O)CCCOS(=O)(=O)CCCS